tert-butyl 3-bromo-1-(tetrahydrofuran-3-yl)-6,7-dihydro-1H-pyrazolo[4,3-c]pyridine-5(4H)-carboxylate BrC1=NN(C2=C1CN(CC2)C(=O)OC(C)(C)C)C2COCC2